5-(3,5-dicarboxybenzamido)isophthalic acid C(=O)(O)C=1C=C(C(=O)NC=2C=C(C=C(C(=O)O)C2)C(=O)O)C=C(C1)C(=O)O